FC1=CC=C2C=C(C=C(C2=C1C#C[Si](C(C)C)(C(C)C)C(C)C)C1=CC=2N=C(N=C(C2C(=N1)OC)O)S(=O)C)OCOC 7-(7-fluoro-3-(methoxymethoxy)-8-((triisopropylsilyl)ethynyl)naphthalen-1-yl)-5-methoxy-2-(methylsulfinyl)pyrido[4,3-d]pyrimidin-4-ol